L-citrulline (benzoylmethyl)ester C(C1=CC=CC=C1)(=O)COC([C@@H](N)CCCNC(=O)N)=O